[6-[5-bromo-6-(difluoromethoxy)benzimidazol-1-yl]-3-(difluoromethyl)-2-pyridyl]-[2-(trifluoromethyl)azetidin-1-yl]methanone BrC1=CC2=C(N(C=N2)C2=CC=C(C(=N2)C(=O)N2C(CC2)C(F)(F)F)C(F)F)C=C1OC(F)F